NC1=NC=2C=CC(=CC2C2=C1COC2)C(=O)N(CC2=NC=C(C=C2)C(F)(F)F)N2C(CCCC2)=O 4-amino-N-(2-oxopiperidin-1-yl)-N-((5-(trifluoromethyl)pyridin-2-yl)methyl)-1,3-dihydrofuro[3,4-c]quinoline-8-carboxamide